C1(CCCC1)NC(OC1=CC(=CC(=C1)O)C=1C=NC=C(C1)C=1OC=NN1)=O 3-(5-(1,3,4-oxadiazol-2-yl)pyridin-3-yl)-5-hydroxyphenyl cyclopentylcarbamate